lead-copper-cadmium [Cd].[Cu].[Pb]